Ethyl (E)-4-((5-chloro-2,4-difluorophenyl) (methyl-d3) amino)-4-oxobut-2-enoate ClC=1C(=CC(=C(C1)N(C(/C=C/C(=O)OCC)=O)C([2H])([2H])[2H])F)F